8-methyl-1-[trans-4-(pyridin-2-yloxy)cyclohexyl]-5,6-dihydro-4H-[1,2,4]triazolo[4,3-a][1]benzazepine-5-amine CC=1C=CC2=C(CC(CC=3N2C(=NN3)[C@@H]3CC[C@H](CC3)OC3=NC=CC=C3)N)C1